C(C)OC(C(F)(F)F)(C(F)(F)F)[C@]1(CN(CC1)CC=1C=NC=CC1)CCC1=CC=C(C#N)C=C1 |o1:12| (R or S)-4-(2-(3-(2-ethoxy-1,1,1,3,3,3-hexafluoropropan-2-yl)-1-(pyridin-3-ylmethyl)pyrrolidin-3-yl)ethyl)benzonitrile